BrC1=C(OC2=C1N=C(N=C2NCC=2SC=CC2)C#C[Si](C)(C)C)C[C@H]([C@H](C)F)NC(OC(C)(C)C)=O tert-butyl N-[(2R,3S)-1-{7-bromo-4-[(thiophen-2-ylmethyl)amino]-2-[2-(trimethylsilyl) ethynyl]furo[3,2-d]pyrimidin-6-yl}-3-fluorobutan-2-yl]carbamate